N2-(3-(4-isopropoxy-5-(trifluoromethyl)pyridin-2-yl)-1,2,4-thiadiazol-5-yl)-N3,N3-dimethylpyridine-2,3-diamine C(C)(C)OC1=CC(=NC=C1C(F)(F)F)C1=NSC(=N1)NC1=NC=CC=C1N(C)C